hydrochloric acid ethyl-acetate salt C(C)OC(C)=O.Cl